[N-(4-Amino-5-benzoylthiazol-2-yl)-2-chloro-4-(difluoromethoxy)anilino]propanamid NC=1N=C(SC1C(C1=CC=CC=C1)=O)N(C1=C(C=C(C=C1)OC(F)F)Cl)C(C(=O)N)C